C(C)(=O)N[C@H]1[C@@H](OCC2=CC=CC=C2)O[C@@H]([C@@H]([C@@H]1O)O)CO Benzyl 2-acetamido-2-deoxy-α-D-galactopyranoside